4,4'-methylenebis[N-sec-butyl-aniline] C(C1=CC=C(NC(C)CC)C=C1)C1=CC=C(NC(C)CC)C=C1